COC=1C=C(OCC=2OC3=C(C(C2)=O)C=CC=C3)C=C(C1OC)OC ((3,4,5-trimethoxyphenoxy)methyl)-4H-benzopyran-4-one